(E)-7-(4-(prop-2-yne-1-oxy)benzylidene)-8-oxo-5,6,7,8-tetrahydronaphthalene-2-carboxylic acid C(C#C)OC1=CC=C(\C=C\2/CCC=3C=CC(=CC3C2=O)C(=O)O)C=C1